C[Si](N=C=O)(C)C Trimethyl-(isocyanato)silane